phosphoric acid mono-octadecyl ester diammonium salt [NH4+].[NH4+].C(CCCCCCCCCCCCCCCCC)OP([O-])([O-])=O